N1-(2-(3-(benzyloxy)piperidin-1-yl)phenyl)-N4,N4-dimethylbenzene-1,4-disulfonamide C(C1=CC=CC=C1)OC1CN(CCC1)C1=C(C=CC=C1)NS(=O)(=O)C1=CC=C(C=C1)S(=O)(=O)N(C)C